N-{[1,1'-biphenyl]-4-yl}-9,9-dimethyl-9H-fluoren-2-amin C1(=CC=C(C=C1)NC1=CC=2C(C3=CC=CC=C3C2C=C1)(C)C)C1=CC=CC=C1